3-Isocyanatobenzo[b]thiophene N(=C=O)C=1C2=C(SC1)C=CC=C2